ClC1=CC=C(C=C1)C=1N=C2SC=CN2C1CNCCC1=CC=CC=C1 N-((6-(4-chlorophenyl)imidazo[2,1-b]thiazol-5-yl)methyl)-2-phenylethan-1-amine